(2-METHOXY-5-[(PYRIMIDIN-2-YLSULFANYL)METHYL]PHENYL)BORANEDIOL COC1=C(C=C(C=C1)CSC1=NC=CC=N1)B(O)O